C(C)OC([C@H]([C@@H](C1=CC=C(C=C1)S(=O)(=O)C)O)NC(C)C1=CC=CC=C1)=O (2s,3r)-3-hydroxy-3-[4-(methylsulfonyl)phenyl]-2-[(1-phenylethyl)amino]propionic acid ethyl ester